4-(4-((2,6-Diazaspiro[3.3]Heptan-2-Yl)Methyl)-3,5-Dimethoxyphenyl)-2-Methyl-2,7-Naphthyridin-1(2H)-One C1N(CC12CNC2)CC2=C(C=C(C=C2OC)C2=CN(C(C1=CN=CC=C21)=O)C)OC